N,N',N''-(nitrilotris(ethane-2,1-diyl))tris(2-chloroacetamide) N(CCNC(CCl)=O)(CCNC(CCl)=O)CCNC(CCl)=O